C(C(=O)[O-])(=O)[O-].[Co+2] cobaltous oxalate